FC1=NC=CC(=C1)NC(=O)C1=C(N(C(=C1C)C(C(NC1(CCOCC1)C(F)(F)F)=O)=O)C)C N-(2-fluoropyridin-4-yl)-1,2,4-trimethyl-5-(2-oxo-2-((4-(trifluoromethyl)tetrahydro-2H-pyran-4-yl)amino)acetyl)-1H-pyrrole-3-carboxamide